CN(C(OC(C)(C)C)=O)CC1=C(C=CC=C1)CN(C(=O)C1COCC1)CC(NC=1C=C2CC3(C(NC4=NC=CC=C43)=O)CC2=CC1)=O tert-Butyl methyl(2-((N-(2-oxo-2-((2'-oxo-1,1',2',3-tetrahydrospiro[indene-2,3'-pyrrolo[2,3-b]pyridin]-5-yl)amino)ethyl)tetrahydrofuran-3-carboxamido)methyl)benzyl)carbamate